C(C)(C)(C)OC(=O)NC(=N)N(SCC1=NC=CC=C1)C(=O)OC(C)(C)C N,N'-Di-t-Butoxycarbonyl-N'-(2-pyridylmethylthio)guanidine